1-(2-methylpiperazin-1-yl)ethan-1-one CC1N(CCNC1)C(C)=O